(±)-3-(2-Fluoro-phenyl)-N-[1-(3-morpholin-4-yl-phenyl)-propyl]-acrylamide FC1=C(C=CC=C1)C=CC(=O)N[C@H](CC)C1=CC(=CC=C1)N1CCOCC1 |r|